(R)-2-(1-(2-ethyl-6-(1-methyl-5-((2-oxo-5-propylpyridin-1(2H)-yl)methyl)-1H-1,2,3-triazol-4-yl)pyridin-3-yl)-6-oxopiperidin-3-yl)acetic acid C(C)C1=NC(=CC=C1N1C[C@H](CCC1=O)CC(=O)O)C=1N=NN(C1CN1C(C=CC(=C1)CCC)=O)C